(S,Z)-5-(3-(N'-(4-((tert-butyldimethylsilyl)oxy)-2-ethylphenyl)carbamimidoyl)-4-((tetrahydrofuran-3-yl)amino)pyrrolo[1,2-b]pyridazin-6-yl)-N-(2-methoxyethyl)-4-methylpicolinamide [Si](C)(C)(C(C)(C)C)OC1=CC(=C(C=C1)\N=C(/N)\C1=C(C=2N(N=C1)C=C(C2)C=2C(=CC(=NC2)C(=O)NCCOC)C)N[C@@H]2COCC2)CC